1,6-Bis(m-methylphenyl)perfluorohexane CC=1C=C(C=CC1)C(C(C(C(C(C(C1=CC(=CC=C1)C)(F)F)(F)F)(F)F)(F)F)(F)F)(F)F